6-chloro-4-(3-hydroxyazetidin-1-yl)-1,3-dimethyl-1,3-dihydro-2H-imidazo[4,5-c]pyridin-2-one ClC1=CC2=C(C(=N1)N1CC(C1)O)N(C(N2C)=O)C